8-(6-((R)-1-(2-((R)-3-cyclopropoxypyrrolidin-1-yl)ethoxy)ethyl)pyridin-3-yl)-3-methyl-1-(tetrahydro-2H-pyran-4-yl)-1H-imidazo[4,5-c]cinnolin-2(3H)-one C1(CC1)O[C@H]1CN(CC1)CCO[C@H](C)C1=CC=C(C=N1)C1=CC=2C3=C(N=NC2C=C1)N(C(N3C3CCOCC3)=O)C